CC=1C=C2C(C=C(OC2=C(C1)C(C)NC1=C(C(=O)O)C=CC=C1)C1=CC=C2C(=N1)N(C=C2)C)=O 2-[1-[6-Methyl-2-(1-methylpyrrolo[2,3-b]pyridin-6-yl)-4-oxo-chromen-8-yl]ethylamino]benzoic acid